C(C)C1=NC(=NC(=N1)CC)C1=CC=C(C=C1)Cl 2,4-diethyl-6-p-chlorophenyl-1,3,5-triazine